CC1=C(C=CC=C1N1C(C=CC1=O)=O)N1C(C=CC1=O)=O N,N'-2,6-tolylenedimaleimide